2-methoxy-benzene-sulfonyl chloride COC1=C(C=CC=C1)S(=O)(=O)Cl